CN(C)CC1CN(CCC1(C1=CC(=CC=C1)OC)O)C(=O)C1(CCCCC1)C1=CC=CC=C1 (3-((dimethylamino)methyl)-4-hydroxy-4-(3-methoxyphenyl)piperidin-1-yl)(1-phenylcyclohexyl)methanone